O1CCOC2=C1C=CC(=C2)N(C(C2=CC=CC=C2)=O)C(C)C N-(2,3-dihydro-1,4-benzodioxin-6-yl)-N-isopropyl-benzamide